(2,4-Dimethoxypyrimidin-5-yl)-4-[3-[2-(1-piperidinyl)ethoxy]pyrrolidin-1-yl]thieno[2,3-b]pyridine-5-carbonitrile COC1=NC=C(C(=N1)OC)C1=CC=2C(=NC=C(C2N2CC(CC2)OCCN2CCCCC2)C#N)S1